(3-hydroxypropanoyl)-6,7-dimethyl-3,4-dihydroquinoxalin-2(1H)-one OCCC(=O)N1C(CNC2=CC(=C(C=C12)C)C)=O